C(N)(=O)C=1C=CC(=C(C1)[C@H](C(=O)O)C)C1=CC2=C(C=N1)N=NN2[C@H](C)C2=C(C(=CC=C2Cl)C2CC2)Cl (R)-2-(5-carbamoyl-2-(1-((R)-1-(2,6-dichloro-3-cyclopropylphenyl)ethyl)-1H-[1,2,3]triazolo[4,5-c]pyridin-6-yl)phenyl)propanoic acid